NC1=NCN(C=C1F)[C@@H]1CS[C@@H](O1)CO 4-amino-5-fluoro-1-[(2R,5S)-2-(hydroxymethyl)-1,3-oxathiolan-5-yl]pyrimidin